methyl-trihydroxypentasiloxane C[SiH](O[Si](O)(O)O)O[SiH2]O[SiH2]O[SiH3]